N-(2-(4-(azidomethyl)piperidin-1-yl)ethyl)-4',4'-difluoro-2',3',4',5'-tetrahydro-[1,1'-biphenyl]-4-sulfonamide N(=[N+]=[N-])CC1CCN(CC1)CCNS(=O)(=O)C1=CC=C(C=C1)C=1CCC(CC1)(F)F